ClC=1C=C(C=CC1F)NC(N(C)[C@H](C)C1=CN=C(C2=CC=CC=C12)C(=O)NC)=O (R)-4-(1-(3-(3-chloro-4-fluorophenyl)-1-methylureido)ethyl)-N-methylisoquinoline-1-carboxamide